CN1CCOC2=C(C1=O)C=CC(=C2)C2=CNC1=NC=CC=C12 4-Methyl-8-(1H-pyrrolo[2,3-b]pyridin-3-yl)-3,4-dihydrobenzo[f][1,4]oxazepin-5(2H)-one